6-(3,4-Dihydroxyphenyl)-4-hydroxyhexa-3,5-dien-2-on OC=1C=C(C=CC1O)C=CC(=CC(C)=O)O